2-acetyl-6-((cyclopropylmethyl)sulfonyl)-N-(4-(1,1,1,3,3,3-hexafluoro-2-hydroxypropan-2-yl)phenyl)-1,2,3,4-tetrahydroisoquinoline-1-carboxamide C(C)(=O)N1C(C2=CC=C(C=C2CC1)S(=O)(=O)CC1CC1)C(=O)NC1=CC=C(C=C1)C(C(F)(F)F)(C(F)(F)F)O